N-(3-aminopropyl)-2-aminoethyltrimethoxysilane NCCCNCC[Si](OC)(OC)OC